ClC=1C=C(C=CC1C)NC(COC=1C=C2C(N(CC2=CC1)C1C(NC(CC1)=O)=O)=O)=O N-(3-chloro-4-methylphenyl)-2-{[2-(2,6-dioxo-hexahydropyridin-3-yl)-3-oxo-2,3-dihydro-1H-isoindol-5-yl]oxy}acetamide